CC1N(C(CNC1)C)C=1C(=C2C(N(C(C2=CC1)=O)C1C(NC(CC1)=O)=O)=O)F 5-(2,6-dimethylpiperazin-1-yl)-2-(2,6-dioxopiperidin-3-yl)-4-fluoroisoindoline-1,3-dione